S1C(=CC=C1)C=1NC(OC1)=O THIENYLOXAZOLONE